C1(CC1)N1C=CC2=C(C=C(C=C12)F)N1C(C2=CC(=C(C=C2C(=C1)C(=O)N1CCCCC1)OC)OCF)=O 2-(1-cyclopropyl-6-fluoro-1H-indol-4-yl)-7-(fluoromethoxy)-6-methoxy-4-(piperidine-1-carbonyl)isoquinolin-1(2H)-one